C(C)[C@]1(C2=C(NC=3N=CC(=CC13)F)CC(CC2=O)(C)C)C2=CC(=CC=C2)C2=C(C=NC=C2)OC (S)-5-ethyl-3-fluoro-5-(3-(3-methoxypyridin-4-yl)phenyl)-8,8-dimethyl-5,8,9,10-tetrahydrobenzo[b][1,8]naphthyridin-6(7H)-one